3-(5-bromopyridin-2-yl)-3-methoxy-5,5-dimethyl-6-oxocyclohex-1-ene-1-carbonitrile BrC=1C=CC(=NC1)C1(C=C(C(C(C1)(C)C)=O)C#N)OC